2-[2-({1-[6-(difluoromethoxy)(2-pyridyl)]-isopropyl}amino)pyrimidin-5-yl]-1,3-thiazole-5-carboxamide FC(OC1=CC=CC(=N1)C(C)(C)NC1=NC=C(C=N1)C=1SC(=CN1)C(=O)N)F